(2R,4R)-4-amino-1-(tert-butoxycarbonyl)pyrrolidine-2-carboxylic acid N[C@@H]1C[C@@H](N(C1)C(=O)OC(C)(C)C)C(=O)O